N-Benzyl-2-(5-{4-[2-(4-morpholinyl)ethoxy]phenyl}-2-pyridinyl)acetamid C(C1=CC=CC=C1)NC(CC1=NC=C(C=C1)C1=CC=C(C=C1)OCCN1CCOCC1)=O